5-methyl-N-methylisatoic anhydride CC1=CC=C2C(C(=O)OC(N2C)=O)=C1